CC1=C(C=2N(N=C1N1CC=3C=C(C=NC3CC1)N1C=CC=C1)C(=NN2)C(F)(F)F)C 6-(7,8-dimethyl-3-(trifluoromethyl)-[1,2,4]triazolo[4,3-b]pyridazin-6-yl)-3-(1H-pyrrol-1-yl)-5,6,7,8-tetrahydro-1,6-naphthyridine